1-[5-[2-[4-(trifluoromethyl)anilino]phenyl]-1,3,4-oxadiazol-2-yl]ethane-1,2-diol FC(C1=CC=C(NC2=C(C=CC=C2)C2=NN=C(O2)C(CO)O)C=C1)(F)F